Ethyl 2-(4-((5,5-dimethyl-2-oxo-3-(4-(trifluoromethyl) phenyl) imidazolin-1-yl) methyl)-2,6-dimethylphenoxy)-2-methylpropionate CC1(CN(C(N1CC1=CC(=C(OC(C(=O)OCC)(C)C)C(=C1)C)C)=O)C1=CC=C(C=C1)C(F)(F)F)C